NC=1C=2N(C3=CC(=CC=C3N1)C(=O)N(C)CC1=CC=CC=3C=COC31)C=NC2 4-amino-N-(benzofuran-7-ylmethyl)-N-methylimidazo[1,5-a]quinoxaline-8-carboxamide